(3R,4S,5R)-2-[4-(benzylamino)quinazolin-7-yl]-5-(hydroxymethyl)oxolane-3,4-diol C(C1=CC=CC=C1)NC1=NC=NC2=CC(=CC=C12)C1O[C@@H]([C@H]([C@H]1O)O)CO